C(\C=C\C)(=O)OCC ethyl crotonate